N-(4-(3-bromo-2,4,6-trimethylphenyl)benzo[d]thiazol-2-yl)pivalamide BrC=1C(=C(C(=CC1C)C)C1=CC=CC2=C1N=C(S2)NC(C(C)(C)C)=O)C